[Cl-].C[N+](CCCCCCCC)(CCCCCCCC)CCCCCCCC Methyltri(1-octyl)-ammonium chlorid